4-(4-((1R,5S)-3,8-diazabicyclo[3.2.1]octan-3-yl)-2-(3,8-diazabicyclo[3.2.1]octan-3-yl)-8-fluoroquinazolin-7-yl)naphthalen-2-ol [C@H]12CN(C[C@H](CC1)N2)C2=NC(=NC1=C(C(=CC=C21)C2=CC(=CC1=CC=CC=C21)O)F)N2CC1CCC(C2)N1